2-(2-tert-butoxyethoxy)tetrahydrofuran C(C)(C)(C)OCCOC1OCCC1